N2-cyclopentyl-6-(trifluoromethyl)pyridine-2,3-diamine C1(CCCC1)NC1=NC(=CC=C1N)C(F)(F)F